FC1=CC=C(C=C1)C=1N=CN(C1C1=C2C(=NC=C1)NC=C2)C2CCC(CC2)C(=C)S(=O)(=O)N (1R,4s)-4-(4-(4-fluorophenyl)-5-(1H-pyrrolo[2,3-b]pyridin-4-yl)-1H-imidazol-1-yl)cyclohexylethenesulfonamide